O1CC=NC=CC=C1 [1,4]oxazocine